(3R,4R)-N-{5-chloro-7-isopropoxyimidazo[4,3-f][1,2,4]triazin-2-yl}-3-fluoro-1-methanesulfonylpiperidin-4-amine ClC=1N=C(N2N=C(N=CC21)N[C@H]2[C@@H](CN(CC2)S(=O)(=O)C)F)OC(C)C